1-((S)-oxetan-2-ylmethyl)-1H-benzo[d]imidazole-6-carboxylic acid O1[C@@H](CC1)CN1C=NC2=C1C=C(C=C2)C(=O)O